ClC=1C=CC2=C(CC3(CC=4N2C(=NN4)C4CCC(CC4)(OC)CC)OCCO3)C1 8'-Chloro-1'-(trans-4-ethyl-4-methoxycyclohexyl)-4'H,6'H-spiro[1,3-dioxolan-2,5'-[1,2,4]triazolo[4,3-a][1]benzazepin]